4-(3-ethoxy-1-(4-fluorophenyl)-3-oxopropyl)piperidine-1-carboxylic acid tert-butyl ester C(C)(C)(C)OC(=O)N1CCC(CC1)C(CC(=O)OCC)C1=CC=C(C=C1)F